6-ethyl-N-ethylpiperidinium C(C)C1CCCC[NH+]1CC